CC1=C(C2=C(C=C(O2)CNC(=O)C=2C=NN3C2N=CC=C3)C=C1)C(=O)OC Methyl 6-methyl-2-((pyrazolo[1,5-a]pyrimidine-3-carboxamido)methyl)benzofuran-7-carboxylate